[Si](C)(C)(C(C)(C)C)OC(C12C(C(C(C(C=C1)(O2)C([2H])([2H])O[Si](C)(C)C(C)(C)C)Cl)=O)Cl)([2H])[2H] 1,5-bis[[tert-butyl(dimethyl)silyl]oxy-dideuterio-methyl]-2,4-dichloro-8-oxabicyclo[3.2.1]oct-6-en-3-one